Trans-(7RS,9RS)-3-cyclopropyl-7,9-bis[(5-methoxypyridin-3-yl)amino]-N-(2-methylpropyl)-8,9-dihydro-7H-cyclopenta[h]isochinolin-5-sulfonamid C1(CC1)C=1N=CC=2C3=C(C=C(C2C1)S(=O)(=O)NCC(C)C)[C@@H](C[C@H]3NC=3C=NC=C(C3)OC)NC=3C=NC=C(C3)OC |r|